C(C1CO1)OCCC[Si](O[Si](CCCOCC1CO1)(O)O)(O)O 1,3-bis[gamma-(2,3-epoxypropoxy)propyl]tetrahydroxydisiloxane